BrC1=CC=C2C(=CC(=NC2=C1)Cl)OC(C)(C)C 7-bromo-4-(tert-butoxy)-2-chloroquinolin